1,2-dimethyl-3-propylimidazole iodine [I].CN1C(N(C=C1)CCC)C